methyl 4-(5-amino-2-((5-fluoropyridin-2-yl) methyl)-3-oxo-7-phenyl-2,3-dihydro-[1,2,4]triazolo[4,3-c]pyrimidin-8-yl)-6-methylpyridinecarboxylate NC1=NC(=C(C=2N1C(N(N2)CC2=NC=C(C=C2)F)=O)C2=CC(=NC(=C2)C)C(=O)OC)C2=CC=CC=C2